(4'-hydroxy-[1,1'-biphenyl]-4-yl)diaza-naphthalene-1-sulfonic acid OC1=CC=C(C=C1)C1=CC=C(C=C1)C1=NN=C(C2=CC=CC=C12)S(=O)(=O)O